3,5-bis-(hydroxymethyl)-1-methoxybenzene OCC=1C=C(C=C(C1)CO)OC